O[C@@H](C(C(=O)[C@H](N(C)C([C@H](CC)N)=O)C(=O)N([C@@H](CC(C)C)C(=O)N[C@@H](C(C)C)C(=O)N([C@@H](CC(C)C)C(=O)O)C)C)NC)[C@@H](C\C=C\C)C (2S,3R,4R,6E)-3-hydroxy-4-methyl-2-(methylamino)oct-6-enoyl-(2S)-2-aminobutanoyl-N-methylglycyl-N-methyl-L-leucyl-L-valyl-N-methyl-L-leucine